(S)-3-((tert-butoxycarbonyl)amino)-2-(4-(((2,4-dimethylbenzoyl)oxy)methyl)-phenyl)propanoic acid C(C)(C)(C)OC(=O)NC[C@@H](C(=O)O)C1=CC=C(C=C1)COC(C1=C(C=C(C=C1)C)C)=O